3-(7-Methoxy-1-methyl-β-carbolin-9-yl)propylamine COC1=CC=C2C=3C=CN=C(C3N(C2=C1)CCCN)C